N-Cyclopropyl-5-fluoro-N-isopropyl-2-((4-(7-(((2S,5R)-5-(methylsulfonamido)tetrahydro-2H-pyran-2-yl)methyl)-2,7-diazaspiro[3.5]nonan-2-yl)pyrimidin-5-yl)oxy)benzamide C1(CC1)N(C(C1=C(C=CC(=C1)F)OC=1C(=NC=NC1)N1CC2(C1)CCN(CC2)C[C@H]2OC[C@@H](CC2)NS(=O)(=O)C)=O)C(C)C